FC(C(=O)O)(F)F.N1=C(N=CC=C1)C=1C(=NC=CN1)C(C)N 1-(3-pyrimidin-2-ylpyrazin-2-yl)ethylamine trifluoroacetate